FC(C(=O)O)(F)F.O=C1NC(CCC1NC1=CC=C(C=C1)N1CCN(CC1)C(CCOCCOCCOCCOCCOCCC(=O)O)=O)=O 3-[2-[2-[2-[2-[3-[4-[4-[(2,6-dioxo-3-piperidyl)amino]phenyl]piperazin-1-yl]-3-oxo-propoxy]ethoxy]ethoxy]ethoxy]ethoxy]propanoic acid trifluoroacetate